COC(N[C@H]1CN(CC1)C(=O)[C@@H]1CN([C@H](O1)C(F)(F)F)C1=CC(=C(C=C1)C#N)C(F)(F)F)=O Methyl-((R)-1-((2R,5S)-3-(4-cyano-3-(trifluoromethyl)phenyl)-2-(trifluoromethyl)oxazolidin-5-carbonyl)pyrrolidin-3-yl)carbamat